methacryloxyethyl-methyldimethoxysilane C(C(=C)C)(=O)OCC[Si](OC)(OC)C